2-(3-(5-amino-6-(2-methyloxazol-5-yl)pyrazin-2-yl)-4-methylphenyl)-3,3-difluoro-2-hydroxypropanamide NC=1N=CC(=NC1C1=CN=C(O1)C)C=1C=C(C=CC1C)C(C(=O)N)(C(F)F)O